6-(1,2-thiazol-3-yl)-2-{[3-(trifluoromethoxy)phenyl]methyl}-2H-pyrazolo[3,4-d]pyrimidin-4-amine S1N=C(C=C1)C=1N=C(C=2C(N1)=NN(C2)CC2=CC(=CC=C2)OC(F)(F)F)N